O(C1=CC=CC=C1)C1=CC=C(OC=2C=C(C(=O)O)C=CC2)C=C1 3-(4-phenoxyphenoxy)benzoic acid